4-[3-(6,7-dihydro-5H-pyrazolo[1,5-a]pyrimidin-4-yl)-7,8-dihydro-5H-1,6-naphthyridin-6-yl]-6-fluoro-2-(trifluoromethyl)quinazoline N1=CC=C2N1CCCN2C=2C=NC=1CCN(CC1C2)C2=NC(=NC1=CC=C(C=C21)F)C(F)(F)F